CC(CCC=CC)(C)C 6,6-dimethylhept-2-ene